F[C@H](CNC(=O)C1=C(C=2N(N=C1)C=C(C2)C=2C=NC(=CC2)OC)NC2CCOCC2)C(C)(C)O (R)-N-(2-fluoro-3-hydroxy-3-methylbutyl)-6-(6-methoxypyridin-3-yl)-4-((tetrahydro-2H-pyran-4-yl)amino)pyrrolo[1,2-b]pyridazine-3-carboxamide